2-[(1-methyl-1H-tetrazol-5-yl)sulfanyl]-5-nitro-N-[4-(pyridin-3-yloxy)phenyl]benzamide CN1N=NN=C1SC1=C(C(=O)NC2=CC=C(C=C2)OC=2C=NC=CC2)C=C(C=C1)[N+](=O)[O-]